(2-chloro-4-fluoro-3-((4-methoxybenzyl)oxy)phenyl)boronic acid ClC1=C(C=CC(=C1OCC1=CC=C(C=C1)OC)F)B(O)O